NCCCOCCCC1=CC=CC=2N(C(N(C21)C)=O)C2C(NC(CC2)=O)=O 3-[4-[3-(3-aminopropoxy)propyl]-3-methyl-2-oxo-benzimidazol-1-yl]piperidine-2,6-dione